BrC1=CC=CC2=C1NC(=NS2(=O)=O)NCC2=NC=CC=C2Cl 5-bromo-3-(((3-chloropyridin-2-yl)methyl)amino)-4H-benzo[e][1,2,4]thiadiazine 1,1-dioxide